sorbitol monooleate C(CCCCCCC\C=C/CCCCCCCC)(=O)O.OC[C@H](O)[C@@H](O)[C@H](O)[C@H](O)CO